7-methoxy-2-methyl-6-(4,4,5,5-tetramethyl-1,3,2-dioxaborolan-2-yl)isoquinolin-1(2H)-one COC1=C(C=C2C=CN(C(C2=C1)=O)C)B1OC(C(O1)(C)C)(C)C